methyl (S)-4-(3-((tert-Butoxycarbonyl) amino)-3-methylpyrrolidin-1-yl)-6-chloronicotinate C(C)(C)(C)OC(=O)N[C@@]1(CN(CC1)C1=CC(=NC=C1C(=O)OC)Cl)C